FC(OC1=C(C=C(C=C1)SC(CO)C)C1=NN(C=C1NC(=O)C=1C=NN2C1N=CC=C2)C)F N-[3-[2-(difluoromethoxy)-5-(2-hydroxy-1-methyl-ethyl)sulfanyl-phenyl]-1-methyl-pyrazol-4-yl]pyrazolo[1,5-a]pyrimidine-3-carboxamide